COC1=CC=C(C=N1)CN1C2CN(CC1C2)C2=CC=C(C=N2)C=2C=1N(C=C(C2)OCCS(=O)(=O)C)N=CC1C#N 4-(6-(6-((6-methoxypyridin-3-yl)methyl)-3,6-diazabicyclo[3.1.1]heptan-3-yl)-pyridin-3-yl)-6-(2-(methylsulfonyl)ethoxy)pyrazolo[1,5-a]pyridine-3-carbonitrile